C(C)OC=1C(=CC2=C(C3=CC=CC=C3N=C2C1)NC1CCNCC1)OC 3-ethoxy-2-methoxy-N-(piperidin-4-yl)acridin-9-amine